1-(2,2-Difluoroethyl)-6-((3S,5R)-3-methyl-5-(((2-(trifluoromethyl)pyridin-3-yl)oxy)methyl)piperidin-1-yl)-1H-pyrazolo[3,4-b]pyrazine FC(CN1N=CC=2C1=NC(=CN2)N2C[C@H](C[C@H](C2)COC=2C(=NC=CC2)C(F)(F)F)C)F